COC(=O)C=1CCN(CC1)C(=O)OCC1=CC=CC=C1 3,6-dihydropyridine-1,4(2H)-dicarboxylic acid 1-benzyl 4-methyl ester